4-[(E)-3-[4-(5,6-Dihydro-4H-1,3-thiazin-2-ylamino)phenyl]-3-oxoprop-1-enyl]benzoic acid S1C(=NCCC1)NC1=CC=C(C=C1)C(/C=C/C1=CC=C(C(=O)O)C=C1)=O